NC=1C(=C(C=CC1)C1=NC=CC(=C1Cl)C1=NC(=C(C=C1)CN(C(OC(C)(C)C)=O)C[C@H]1NC(CC1)=O)OC(F)F)Cl tert-butyl (S)-((2'-(3-amino-2-chlorophenyl)-3'-chloro-6-(difluoromethoxy)-[2,4'-bipyridin]-5-yl)methyl)((5-oxopyrrolidin-2-yl)methyl)carbamate